COC(CC=O)OC 3,3-dimethoxypropionaldehyde